2-(2,6-dioxopiperidin-3-yl)-5-fluoro-4-((4-(piperidin-1-ylmethyl)benzyl)thio)isoindoline O=C1NC(CCC1N1CC2=CC=C(C(=C2C1)SCC1=CC=C(C=C1)CN1CCCCC1)F)=O